1-(4-(phenylthio)phenyl)-1,2-octanedione 2-(O-benzoyloxime) C(C1=CC=CC=C1)(=O)ON=C(C(=O)C1=CC=C(C=C1)SC1=CC=CC=C1)CCCCCC